CN1CCC(CC1)C=1SC(=CN1)NC1=NC=C(C(=N1)NCCCN1C(COCCC1)=O)C(F)(F)F 4-(3-((2-((2-(1-Methylpiperidin-4-yl)thiazol-5-yl)amino)-5-(trifluoromethyl)pyrimidin-4-yl)amino)propyl)-1,4-oxazepan-3-on